isopropyl (2-chloroacetyl)-L-serinate ClCC(=O)N[C@@H](CO)C(=O)OC(C)C